ClC1=NC=C(C(=C1)C1=C(C=NC(=C1)C([2H])([2H])[2H])C(=O)O)OC 2'-chloro-5'-methoxy-6-(methyl-d3)-[4,4'-bipyridine]-3-carboxylic acid